C(CCC\C=C/C\C=C/C\C=C/C\C=C/CCCCC)(=O)N[C@@H](CC1=CNC=N1)C(=O)O N-arachidonoyl-histidine